CC/C=C\\C/C=C\\C/C=C\\C/C=C\\C/C=C\\CCCCCCCCCCCCC[C@H](CC(=O)SCCNC(=O)CCNC(=O)[C@@H](C(C)(C)COP(=O)(O)OP(=O)(O)OC[C@@H]1[C@H]([C@H]([C@@H](O1)N2C=NC3=C(N=CN=C32)N)O)OP(=O)(O)O)O)O The molecule is an unsaturated fatty acyl-CoA that results from the formal condensation of the thiol group of coenzyme A with the carboxy group of (3R,17Z,20Z,23Z,26Z,29Z)-3-hydroxydotriacontapentaenoic acid. It is a (R)-3-hydroxyacyl-CoA, a 3-hydroxy fatty acyl-CoA, an unsaturated fatty acyl-CoA and an ultra-long-chain fatty acyl-CoA. It is a conjugate acid of a (3R,17Z,20Z,23Z,26Z,29Z)-3-hydroxydotriacontapentaenoyl-CoA(4-).